1-[3-[(7S,9aR)-7-(4-chlorophenyl)-7-hydroxy-3,4,6,8,9,9a-hexahydro-1H-pyrido[1,2-a]pyrazine-2-carbonyl]-2-chlorophenyl]imidazolidin-2-one ClC1=CC=C(C=C1)[C@]1(CC[C@H]2N(CCN(C2)C(=O)C=2C(=C(C=CC2)N2C(NCC2)=O)Cl)C1)O